1-(4-(5-fluoro-2-(3-fluoro-4-(2-methoxyethoxy)phenylamino)pyrimidin-4-ylamino)phenyl)-2-methylprop-2-en-1-one FC=1C(=NC(=NC1)NC1=CC(=C(C=C1)OCCOC)F)NC1=CC=C(C=C1)C(C(=C)C)=O